6-(trifluoromethyl)-1-(4-(morpholinomethyl)phenyl)-1,4-dihydrothiochromeno[4,3-c]pyrazole-3-carboxylic acid FC(C1=CC=CC2=C1SCC1=C2N(N=C1C(=O)O)C1=CC=C(C=C1)CN1CCOCC1)(F)F